C[C@@]12C[C@H](N([C@@H]2C1)C(=O)OC(C)(C)C)C(NC1=NC(=CC=C1C)C(F)(F)F)=O |&1:1| tert-Butyl (1R,3S,SR)-5-methyl-3-((3-methyl-6-(trifluoromethyl)pyridin-2-yl)carbamoyl)-2-azabicyclo[3.1.0]hexane-2-carboxylate